propylmethoxysilane HYDROCHLORIDE Cl.C(CC)[SiH2]OC